(2S,4S)-1-((R)-2-(2-naphthoylamino)-3-cyclohexylpropionyl)-N-(4-(2-amino-2-oxoacetyl)tetrahydro-2H-pyran-4-yl)-4-(1,3-dioxoisoindolin-2-yl)pyrrolidine-2-carboxamide C1=C(C=CC2=CC=CC=C12)C(=O)N[C@@H](C(=O)N1[C@@H](C[C@@H](C1)N1C(C2=CC=CC=C2C1=O)=O)C(=O)NC1(CCOCC1)C(C(=O)N)=O)CC1CCCCC1